CC=1C=C2C(=NC1)NC=C2B2OC(C(O2)(C)C)(C)C 5-methyl-3-(4,4,5,5-tetramethyl-1,3,2-dioxaborolane-2-yl)-1H-pyrrolo[2,3-b]pyridine